NC=1C=CC(=C(C1)[C@@]1(CCC(C(N1)=S)(CF)F)CF)F (6S)-6-(5-amino-2-fluorophenyl)-3-fluoro-3,6-bis(fluoromethyl)piperidine-2-thione